3,9-bis[1,1-dimethyl-2-{tris(2,2,6,6-tetramethyl-4-piperidyloxycarbonyloxy)butylcarbonyloxy}ethyl]-2,4,8,10-Tetraoxaspiro[5.5]undecane CC(COC(=O)CCCC(OC(=O)OC1CC(NC(C1)(C)C)(C)C)(OC(=O)OC1CC(NC(C1)(C)C)(C)C)OC(=O)OC1CC(NC(C1)(C)C)(C)C)(C)C1OCC2(CO1)COC(OC2)C(COC(=O)CCCC(OC(=O)OC2CC(NC(C2)(C)C)(C)C)(OC(=O)OC2CC(NC(C2)(C)C)(C)C)OC(=O)OC2CC(NC(C2)(C)C)(C)C)(C)C